FC1(CN(C1)C(=O)C(CC(F)F)C1=C(C2=C(NC(=N2)[C@@H](NC(=O)C=2N(N=CC2)C)C2CCC(CC2)(F)F)C=C1)F)F N-[(S)-{5-[1-(3,3-difluoroazetidine-1-carbonyl)-3,3-difluoropropyl]-4-fluoro-1H-benzimidazol-2-yl}(4,4-difluorocyclohexyl)methyl]-2-methylpyrazole-3-carboxamide